[(3aR,6aS)-2-benzyl-1,3,3a,4,6,6a-hexahydropyrrolo[3,4-c]pyrrol-5-yl]-[6-(5-cyclopropyl-4H-1,2,4-triazol-3-yl)-2-azaspiro[3.3]heptan-2-yl]methanone C(C1=CC=CC=C1)N1C[C@H]2CN(C[C@H]2C1)C(=O)N1CC2(C1)CC(C2)C2=NN=C(N2)C2CC2